tert-butyl N-[3-[cyclobutyl(4-methyl-1,2,4-triazol-3-yl)methyl]phenyl]carbamate C1(CCC1)C(C=1C=C(C=CC1)NC(OC(C)(C)C)=O)C1=NN=CN1C